4-[(2-{3-[(5-tert-butyl-2-methoxyphenyl)amino]prop-1-yn-1-yl}-1-(2,2,2-trifluoroethyl)-1H-indol-4-yl)amino]-1λ6-thiane-1,1-dione C(C)(C)(C)C=1C=CC(=C(C1)NCC#CC=1N(C2=CC=CC(=C2C1)NC1CCS(CC1)(=O)=O)CC(F)(F)F)OC